(2,6-dimethyl-1,3-phenylene) ether CC1=C2C(=CC=C1O2)C